6-((3S,4R)-4-(((benzyloxy)carbonyl)amino)-3-methoxypiperidin-1-yl)hexanoic acid C(C1=CC=CC=C1)OC(=O)N[C@H]1[C@H](CN(CC1)CCCCCC(=O)O)OC